tert-butyl (1S,4S)-6-(1-((7-chloro-8-fluoro-2-(methylthio)-4-oxo-3,4-dihydropyrido[4,3-d]pyrimidin-5-yl)oxy)ethyl)-2,5-diazabicyclo[2.2.1]heptane-2-carboxylate ClC1=C(C=2N=C(NC(C2C(=N1)OC(C)C1N[C@@H]2CN([C@H]1C2)C(=O)OC(C)(C)C)=O)SC)F